C(C)(C)(C)OC(=O)NCC(C(=O)O)C1=CC(N(C=C1)C)=O 3-[(tert-butoxycarbonyl)amino]-2-(1-methyl-2-oxopyridin-4-yl)propionic acid